2,2,3,3-tetrafluoro-2,3-dihydro-1,4-benzodioxine-5-sulfonamide FC1(C(OC2=C(O1)C=CC=C2S(=O)(=O)N)(F)F)F